3,4-difluoro-6-nitroaniline FC=1C=C(N)C(=CC1F)[N+](=O)[O-]